C([O-])(O)=O.[Na+].O[C@@H](C[N+](C)(C)C)CC([O-])=O L-carnitine sodium bicarbonate